FC(C1=CC=C(CN2C=3N(CC(C2)CNC(C=C)=O)N=CC3)C=C1)(F)F N-((4-(4-(trifluoromethyl)benzyl)-4,5,6,7-tetrahydropyrazolo[1,5-a]pyrimidin-6-yl)methyl)acrylamide